FC(C1=NN(CC1C(=O)OCC)C)F ethyl 3-difluoromethyl-1-methyl-4,5-dihydro-1H-pyrazole-4-carboxylate